Tert-butyl N-[(1S)-1-{[(1S)-1-[(4-azidobutyl) carbamoyl]-4-carbamimidamidobutyl]carbamoyl}-4-carbamimidamidobutyl]carbamate N(=[N+]=[N-])CCCCNC(=O)[C@H](CCCNC(=N)N)NC(=O)[C@H](CCCNC(=N)N)NC(OC(C)(C)C)=O